(3R)-3-(3-{[(4R)-4-ethyl-1,1-dioxo-3,4-dihydro-2H-5,1λ6,2-benzoxathiazepin-2-yl]methyl}-4-methylphenyl)-3-[(1-ethyl-1H-1,2,3-triazol-4-yl)methoxy]-2,2-dimethylpropanoic acid C(C)[C@@H]1CN(S(C2=C(O1)C=CC=C2)(=O)=O)CC=2C=C(C=CC2C)[C@H](C(C(=O)O)(C)C)OCC=2N=NN(C2)CC